C1=CC=CC=2C3=CC=CC=C3C(C12)CC(C(N[C@@H](C(NNC(N[C@@H](C)CC(C)C)=O)=O)CC=1OC=CC1)=O)=O (5R,11S)-1-(9H-fluoren-9-yl)-5-(furan-2-ylmethyl)-11-isobutyl-3,6,9-trioxo-2-oxo-4,7,8,10-tetraazadodecane